2-butyl-4-methyl-3,6-dihydro-2H-pyran C(CCC)C1OCC=C(C1)C